ClC=1C=CC2=C(CCC(N(C2)CC=2N=CNC2)=O)C1 7-chloro-2-(1H-imidazol-4-ylmethyl)-1,2,4,5-tetrahydro-3H-2-benzazepin-3-one